ClC=1C(=NC=CC1C1=C(C(=CC=C1)NC1=NC=CC(=C1F)CNC1CCOCC1)Cl)C1=CC(=C(CNC[C@H]2CCC(N2)=O)C=C1)OC(F)F (R)-5-(((4-(3-chloro-4-(2-chloro-3-((3-fluoro-4-(((tetrahydro-2H-pyran-4-yl)amino)methyl)pyridin-2-yl)amino)phenyl)pyridin-2-yl)-2-(difluoromethoxy)benzyl)amino)methyl)pyrrolidin-2-one